OCCC(C)(O)CCO di(hydroxyethyl)ethanol